di-2-butynyl oxalate C(C(=O)OCC#CC)(=O)OCC#CC